ClC1=CC=C2C(=CNC2=C1S(=O)(=O)C)\C=C/1\C(N(C(N1)=O)CC1=CC(=C(C=C1)F)F)=O (Z)-5-((6-chloro-7-(methylsulfonyl)-1H-indol-3-yl)methylene)-3-(3,4-difluorobenzyl)imidazolidine-2,4-dione